N1=C(C=CC=C1)C(=O)N (2-pyridineformyl)-amine